(S)-4-((2-(3,5-difluorophenoxy)ethyl)(4-(5,6,7,8-tetrahydro-1,8-naphthyridin-2-yl)butyl)amino)-2-((6-phenylpyrimidin-4-yl)amino)butanoic acid FC=1C=C(OCCN(CC[C@@H](C(=O)O)NC2=NC=NC(=C2)C2=CC=CC=C2)CCCCC2=NC=3NCCCC3C=C2)C=C(C1)F